ClC1=CC=C(C=C1)NC(NCCC1=CC=C(C=C1)O)=O 3-(4-Chlorophenyl)-1-[2-(4-hydroxyphenyl)ethyl]urea